C1(=C(C=CC=C1)N1C(C2=CC=CC=C2C=C1)=O)C 2-(o-tolyl)isoquinolin-1(2H)-one